1-(4-(4-AMINO-1-CYCLOPROPYL-1H-PYRAZOLO[3,4-D]PYRIMIDIN-3-YL)-2-FLUOROPHENYL)-3-(3,3-DIFLUORO-1-(4-METHYLPIPERAZIN-1-YL)-2,3-DIHYDRO-1H-INDEN-5-YL)UREA NC1=C2C(=NC=N1)N(N=C2C2=CC(=C(C=C2)NC(=O)NC=2C=C1C(CC(C1=CC2)N2CCN(CC2)C)(F)F)F)C2CC2